formyl-coenzyme A C(=O)SCCNC(CCNC([C@@H](C(COP(OP(OC[C@@H]1[C@H]([C@H]([C@@H](O1)N1C=NC=2C(N)=NC=NC12)O)OP(=O)(O)O)(=O)O)(=O)O)(C)C)O)=O)=O